4-phenylpiperidin-4-yl ((S)-1-(((S)-1-(benzo[d]thiazol-2-yl)-5-guanidino-1-oxopentan-2-yl)amino)-4-methyl-1-oxopentan-2-yl)carbamate S1C(=NC2=C1C=CC=C2)C([C@H](CCCNC(=N)N)NC([C@H](CC(C)C)NC(OC2(CCNCC2)C2=CC=CC=C2)=O)=O)=O